CN1CCCC1 1-methylpyrrolidin